CC(=O)[N-]S(=O)(=O)C1=CC=C(C=C1)N.[Na+] The molecule is an organic sodium salt that is the monosodium salt of sulfacetamide. It has a role as an EC 2.5.1.15 (dihydropteroate synthase) inhibitor, an antimicrobial agent and an antiinfective agent. It contains a sulfacetamide(1-).